ClC=1C(=NC=CC1C1=C(C(=CC=C1)NC1=NC=CC(=C1F)CN1CC(C1)O)Cl)C1=CC(=C(CN(C(OC(C)(C)C)=O)C[C@H]2NC(CC2)=O)C=C1)OC tert-butyl (S)-(4-(3-chloro-4-(2-chloro-3-((3-fluoro-4-((3-hydroxyazetidin-1-yl)methyl)pyridin-2-yl)amino)phenyl)pyridin-2-yl)-2-methoxybenzyl)((5-oxopyrrolidin-2-yl)methyl)carbamate